(2S,4S)-2-((S)-2-(5-fluoro-2-hydroxyphenyl)-4,5-dihydrothiazol-4-yl)-3-methylthiazolidine-4-carboxylic acid FC=1C=CC(=C(C1)C=1SC[C@H](N1)[C@@H]1SC[C@@H](N1C)C(=O)O)O